4-[4-(5-{[(1S,2S,3R)-2-fluoro-8-azabicyclo[3.2.1]octan-3-yl](methyl)amino}pyrazin-2-yl)-3-hydroxyphenyl]-6-methyl-1,2-dihydropyridin-2-one F[C@H]1[C@@H]2CCC(C[C@H]1N(C=1N=CC(=NC1)C1=C(C=C(C=C1)C1=CC(NC(=C1)C)=O)O)C)N2